N1CCC2(CC1)[C@@H](C=1C(=NC=CN1)C2)N (S)-5,7-dihydro-spiro[cyclopenta[b]pyrazin-6,4'-piperidin]-5-amine